((S)-1-(4-fluorophenyl)-3,4-dihydroisoquinolin-2(1H)-yl)((3R,4aR,7R,8aS)-3-(trifluoromethyl)octahydropyrano[3,4-b][1,4]oxazin-7-yl)methanone FC1=CC=C(C=C1)[C@@H]1N(CCC2=CC=CC=C12)C(=O)[C@H]1C[C@H]2[C@@H](O[C@H](CN2)C(F)(F)F)CO1